N1(CCC1)C1=CC=C(C(=N1)C)CO (6-(azetidin-1-yl)-2-methylpyridin-3-yl)-methanol